tert-Butyl 4-(2-chloro-4-formylphenyl)-3,6-dihydropyridine-1(2H)-carboxylate ClC1=C(C=CC(=C1)C=O)C=1CCN(CC1)C(=O)OC(C)(C)C